N1C(=CC=C1CN)CN 5-pyrroledimethylamine